FC(C(=O)O)(F)F.CN(CCN(C(OCC([C@H](C[C@H]1C(NCC1)=O)NC([C@@H](NC(=O)C=1NC2=CC=CC(=C2C1)OC)CC(C)C)=O)=O)=O)C)C (3S)-3-({N-[(4-Methoxy-1H-indol-2-yl)carbonyl]-L-leucyl}amino)-2-oxo-4-[(3S)-2-oxopyrrolidin-3-yl]butyl [2-(dimethylamino)ethyl]methylcarbamate, trifluoroacetate salt